N-(6-chloro-1-cyclobutyl-1H-benzo[d]imidazol-2-yl)-2-(3,3-difluorocyclobutyl)acetamide ClC=1C=CC2=C(N(C(=N2)NC(CC2CC(C2)(F)F)=O)C2CCC2)C1